(1-(1H-indol-3-yl)hexan-2-yl)-6-(6-methyl-2,6-diazaspiro[3.3]heptan-2-yl)benzo[b]thiophene-2-carboxamide N1C=C(C2=CC=CC=C12)CC(CCCC)C=1C2=C(SC1C(=O)N)C=C(C=C2)N2CC1(C2)CN(C1)C